4-(2-methoxy-3-(1-methyl-1H-pyrazol-4-yl)propoxy)benzoic acid COC(COC1=CC=C(C(=O)O)C=C1)CC=1C=NN(C1)C